C(C)C1=NC=2C(=NC(=CC2C)C)N1CC1=CC=C(C=C1)C1=C(C=CC(=C1)C1COCCC1)C=1N=NNN1 2-ethyl-5,7-dimethyl-3-((5'-(tetrahydro-2H-pyran-3-yl)-2'-(2H-tetrazol-5-yl)-[1,1'-biphenyl]-4-yl)methyl)-3H-imidazo[4,5-b]pyridine